N-[5-[4-[[5-[2-(dimethylamino)ethoxy]pyrimidin-2-yl]amino]cyclohexoxy]-7-morpholino-1,6-naphthyridin-3-yl]-N-[1-(3-methyl-2-nitro-imidazol-4-yl)ethyl]methanesulfonamide CN(CCOC=1C=NC(=NC1)NC1CCC(CC1)OC1=C2C=C(C=NC2=CC(=N1)N1CCOCC1)N(S(=O)(=O)C)C(C)C=1N(C(=NC1)[N+](=O)[O-])C)C